C(C)(C)(C)OC(=O)N(C1=CC(=NC=2N1N=CC2C2CC2)N2CC1(CN(C1)C(=O)OC(C)(C)C)C2)CC2=CC=C(C=C2)C2=NC=CC=C2 tert-butyl 6-(7-((tert-butoxycarbonyl) (4-(pyridin-2-yl) benzyl) amino)-3-cyclopropylpyrazolo[1,5-a]pyrimidin-5-yl)-2,6-diazaspiro[3.3]heptane-2-carboxylate